Benzimidazo-benzophenanthroline N1=CN=C2C1=CC=C1C2=CC=C2CC=3C=CC=4C=CC=NC4C3N=C21